((3S,7aR)-7a-(((7-bromo-8-fluoro-4-((R)-3-hydroxy-3-methylpiperidin-1-yl)quinazolin-2-yl)oxy)methyl)hexahydro-1H-pyrrolizin-3-yl)methyl dimethylcarbamate CN(C(OC[C@@H]1CC[C@]2(CCCN12)COC1=NC2=C(C(=CC=C2C(=N1)N1C[C@](CCC1)(C)O)Br)F)=O)C